1-N-butyl-biguanide C(CCC)NC(=N)NC(=N)N